(Z)-1-(3-(2-(ethoxymethyl)-5-methylphenyl)-4-oxothiazolidin-2-ylidene)-3-(2-methyl-4-(3-(4-(trifluoromethoxy)phenyl)-1H-1,2,4-triazol-1-yl)phenyl)urea C(C)OCC1=C(C=C(C=C1)C)N1/C(/SCC1=O)=N/C(=O)NC1=C(C=C(C=C1)N1N=C(N=C1)C1=CC=C(C=C1)OC(F)(F)F)C